4-methyl-heptane CC(CCC)CCC